(7R)-3-cyclopropyl-N-(2-fluoro-2-methylpropyl)-7-[[6-(1-methylpyrazol-3-yl)pyridin-3-yl]amino]-7,8-dihydro-6H-cyclopenta[g]isoquinoline-5-sulfonamide C1(CC1)C=1N=CC=2C=C3C(=C(C2C1)S(=O)(=O)NCC(C)(C)F)C[C@@H](C3)NC=3C=NC(=CC3)C3=NN(C=C3)C